3-oxo-8-azabicyclo[3.2.1]octane-8-carboxylic acid benzyl ester C(C1=CC=CC=C1)OC(=O)N1C2CC(CC1CC2)=O